FC1=C(C(=C(C(=C1[B-](C1=C(C(=C(C(=C1F)F)F)F)F)(C1=C(C(=C(C(=C1F)F)F)F)F)C1=C(C(=C(C(=C1F)F)F)F)F)F)F)F)F.C(C)(CC)[NH+](C(C)CC)C(C)CC tri(sec-butyl)ammonium tetrakis(Pentafluorophenyl)borate